FC=1C=C2C(=CNC2=CC1)NC(=O)C1=NNC2=CC(=CC=C12)CNCC(F)(F)F N-(5-fluoro-1H-indol-3-yl)-6-[(2,2,2-trifluoroethylamino)methyl]-1H-indazole-3-carboxamide